O=C1N([C@@H]2CC[C@H](N1C2)C(=O)NNC(CC)=O)OS(=O)(=O)O.[Na] sodium (2S,5R)-7-oxo-N'-propanoyl-6-(sulfooxy)-1,6-diazabicyclo[3.2.1]octane-2-carbohydrazide